2-((5-(2-(6-((3-(dimethylamino)-3-oxopropyl)(methyl)amino)-2-methylhexan-3-yl)-2,6-diazaspiro[3.4]octan-6-yl)-1,2,4-triazin-6-yl)oxy)-5-fluoro-N,N-diisopropylbenzamide CN(C(CCN(CCCC(C(C)C)N1CC2(C1)CN(CC2)C=2N=CN=NC2OC2=C(C(=O)N(C(C)C)C(C)C)C=C(C=C2)F)C)=O)C